(R)-2,2-difluoro-1-(4-fluorophenyl)ethane-1-amine FC([C@H](N)C1=CC=C(C=C1)F)F